2-methacryloxyvinylene C(C(=C)C)(=O)OC#C